C(C)N(C(=O)C1=CC2=NC(=C3C(=C2N1)COC3)NC(OC(C)(C)C)=O)C3COCC1=CC(=CC=C31)C(F)(F)F tert-butyl (2-(ethyl(7-(trifluoromethyl)isochroman-4-yl)carbamoyl)-6,8-dihydro-1H-furo[3,4-d]pyrrolo[3,2-b]pyridin-5-yl)carbamate